C/C(=C/C1=CC=C(C=C1)O)/CCC=C(C)C (Z)-4-(2,6-dimethylhepta-1,5-dienyl)phenol